C(CC)OCC1=NC=C(C=N1)C1=CC2=C(N=C(S2)NC(=O)C2CC2)C=C1 N-(6-(2-(propoxymethyl)pyrimidin-5-yl)benzo[d]thiazole-2-yl)cyclopropanecarboxamide